ClC1=C(C=C(C=2C=C3N(C12)CCN(C3)C(=O)OC(C)(C)C)OCC#N)Cl tert-Butyl 6,7-dichloro-9-(cyanomethoxy)-3,4-dihydropyrazino[1,2-a]indole-2(1H)-carboxylate